methyl 5-(5-(2-(3-((2-amino-5-bromophenyl) amino)-3-methylazepan-1-yl) ethoxy)-1-methyl-1H-pyrazol-4-yl)-1-methyl-6-oxo-1,6-dihydropyridine-3-carboxylate NC1=C(C=C(C=C1)Br)NC1(CN(CCCC1)CCOC1=C(C=NN1C)C1=CC(=CN(C1=O)C)C(=O)OC)C